CN(CCCOC1=NC2=C(C(=C(C=C2C(=N1)N1C[C@H]2CC[C@@H](C1)N2C(=O)OC(C)(C)C)C)C2=CC(=CC1=CC=CC=C21)O)F)C tert-butyl (1R,5S)-3-((S or R)-2-(3-(Dimethylamino)propoxy)-8-fluoro-7-(3-hydroxynaphthalen-1-yl)-6-methylquinazolin-4-yl)-3,8-diazabicyclo[3.2.1]Octane-8-carboxylate